C1NCC12CC(C2)C=2N(C(=C(N2)C=2C=C1C=NN(C1=CC2)C)C2=CC=CC1=CC=CC=C21)C 5-[2-(2-azaspiro[3.3]heptan-6-yl)-1-methyl-5-(1-naphthyl)imidazol-4-yl]-1-methyl-indazole